BrC1=CC=CN2C(=C(C=C12)C(=O)O)SC(F)(F)F 8-bromo-3-[(trifluoromethyl)sulfanyl]indolizine-2-carboxylic acid